ClC1=CC=C2C(=N1)N(C=C2C2=NC(=NC=C2C(F)(F)F)N[C@@H]2CN(CCC2)C(=O)OC(C)(C)C)S(=O)(=O)C2=CC=CC=C2 tert-Butyl (S)-3-((4-(6-Chloro-1-(benzenesulfonyl)-1H-pyrrolo[2,3-b]pyridin-3-yl)-5-(trifluoro Methyl)pyrimidin-2-yl)amino)piperidine-1-carboxylate